ClCCCN1CCN(CC1)C1=CC(=C(C(=O)NC2=NNC3=CC=C(C=C23)CC2=CC(=CC(=C2)F)F)C=C1)NC1CCOCC1 4-(4-(3-chloropropyl)piperazin-1-yl)-N-(5-(3,5-difluorobenzyl)-1H-indazol-3-yl)-2-((tetrahydro-2H-pyran-4-yl)amino)benzamide